FC(C1=NN=C2N1C[C@@H](CC2)C(=O)N[C@@H](CCOC2CC(C2)CCC2=NC=1NCCCC1C=C2)C(=O)O)F N-((R)-3-(difluoromethyl)-5,6,7,8-tetrahydro-[1,2,4]triazolo[4,3-a]pyridine-6-carbonyl)-O-((1S,3S)-3-(2-(5,6,7,8-tetrahydro-1,8-naphthyridin-2-yl)ethyl)cyclobutyl)-L-homoserine